barium-titanium salt [Ti].[Ba]